FCCN1C(=NC=2C1=NC(=CC2)C=2C=CN1N=C(N=CC12)N[C@@H]1C[C@H](C1)NC)C trans-N1-(5-(3-(2-fluoroethyl)-2-methyl-3H-imidazo[4,5-b]pyridin-5-yl)pyrrolo[2,1-f][1,2,4]triazin-2-yl)-N3-methylcyclobutane-1,3-diamine